2-azido-N-(2-hydroxyethyl)acetamide N(=[N+]=[N-])CC(=O)NCCO